C1(=CC(=CC=C1)C=1N=CNC1)C 4-(m-tolyl)-1H-imidazol